N-{(6S,7aS)-2-[4-(2,6-difluorophenyl)-7-fluoro-1,2-benzoxazol-3-yl]-3-oxohexahydro-1H-pyrrolo[1,2-c]imidazol-6-yl}ethanesulfonamide FC1=C(C(=CC=C1)F)C1=CC=C(C2=C1C(=NO2)N2C(N1[C@H](C2)C[C@@H](C1)NS(=O)(=O)CC)=O)F